C1(=CC=CC=C1)N1CC(OCC1)CNC(CCCCCCCC)=O N-[(4-phenylmorpholin-2-yl)methyl]nonanamide